COC1=CC=C(C=C1)CN1N(C(C2=CC(=CC=C12)C=1C(=C(C#N)C=CC1)N1CCC(CC1)C1=NN=CN1C)=O)CC1=CC=C(C=C1)OC 3-{1,2-bis[(p-methoxyphenyl)methyl]-3-oxo-1,2-dihydro-3H-indazol-5-yl}-2-[4-(4-methyl-4H-1,2,4-triazol-3-yl)-1-piperidyl]benzonitrile